O1C(=NC2=C1C=CC=C2)C=2N=C(N(C(C2OC)=O)C)N(C)C(C2=CC=C1CNC(C1=C2)=O)C2=CC=CC=C2 6-({[4-(1,3-benzoxazol-2-yl)-5-methoxy-1-methyl-6-oxopyrimidin-2-yl](methyl)amino}(phenyl)methyl)-2,3-dihydroisoindol-1-one